(cis)-4-(5-(2-hydroxy-4-(trifluoromethyl)phenyl)pyrido[2,3-d]pyridazin-8-yl)-2,6-dimethylthiomorpholine 1,1-dioxide OC1=C(C=CC(=C1)C(F)(F)F)C1=C2C(=C(N=N1)N1C[C@H](S([C@H](C1)C)(=O)=O)C)N=CC=C2